BrC=1C=CC=C2C=CN(C12)C(=O)C1=CC=C(C=C1)C1=NOC(C1)(C(F)(F)F)C1=CC(=CC(=C1)Cl)Cl (7-bromo-1H-indol-1-yl)(4-(5-(3,5-dichlorophenyl)-5-(trifluoromethyl)-4,5-dihydroisoxazol-3-yl)phenyl)methanone